tert-butyl 4-[1-[3-amino-6-(2-hydroxyphenyl)pyridazin-4-yl]pyrazol-4-yl]-3-oxo-piperazine-1-carboxylate NC=1N=NC(=CC1N1N=CC(=C1)N1C(CN(CC1)C(=O)OC(C)(C)C)=O)C1=C(C=CC=C1)O